3-chloro-N-(3-(difluoromethyl)-1-methyl-1H-pyrazol-5-yl)benzamide ClC=1C=C(C(=O)NC2=CC(=NN2C)C(F)F)C=CC1